methyl-(2S,4S)-5-(2-naphthoyl)-4-phenyl-3-azabicyclo[3.1.1]heptane-2-carboxylate COC(=O)[C@@H]1C2CC([C@@H](N1)C1=CC=CC=C1)(C2)C(=O)C2=CC1=CC=CC=C1C=C2